COC1=C(C=C2C(=CC(NC2=C1)=O)C)C1=C2C(=NC(=C1C(=O)N)N1CCOCC1)COC2 (7-methoxy-4-methyl-2-oxo-1H-quinolin-6-yl)-2-morpholino-5,7-dihydrofuro[3,4-b]pyridine-3-carboxamide